(R)-1-(4-((R)-amino(4,5-dichloro-2-hydroxyphenyl)methyl)piperidin-1-yl)-2,3-dihydroxypropan-1-one N[C@H](C1CCN(CC1)C([C@@H](CO)O)=O)C1=C(C=C(C(=C1)Cl)Cl)O